C(=C)C=1C=C(C=C(C1)C=C)O 3,5-divinylphenol